ClC1=C(OCCCOC2=NC(=NC(=C2)C(F)(F)F)OC)C(=CC(=C1)OCC=C(Cl)Cl)Cl 4-[3-[2,6-dichloro-4-[(3,3-dichloro-2-propen-1-yl)oxy]-phenoxy]propoxy]-2-methoxy-6-(trifluoromethyl)pyrimidine